thulium-Tin 3-fluorophenyl-propionic acid FC=1C=C(C=CC1)C(C(=O)O)C.[Sn].[Tm]